The molecule is conjugate acid of N(tele)-methylhistamine. It has a role as a human metabolite. It is a conjugate acid of a N(tele)-methylhistamine. CN1C=C(N=C1)CC[NH3+]